3-[3-[4-(3-piperidyl)piperazin-1-yl]phenyl]piperidine-2,6-dione N1CC(CCC1)N1CCN(CC1)C=1C=C(C=CC1)C1C(NC(CC1)=O)=O